Tert-butyl (4-(2-(N-(8-cyanobenzo[c][2,6]naphthyridin-5-yl)-2,2,2-trifluoroacetamido)ethoxy)butyl)carbamate C(#N)C=1C=CC2=C(N=C(C3=CC=NC=C23)N(C(C(F)(F)F)=O)CCOCCCCNC(OC(C)(C)C)=O)C1